C(C=C)(=O)N1[C@H](CN(C[C@H]1C)C1=C(C(N(C2=NC(=C(C=C12)Cl)C1=C(C(=C(C(=C1)N)F)F)F)C=1C(=NC=CC1C)C(C)C)=O)C#N)C ((3S,5R)-4-propenoyl-3,5-dimethylpiperazin-1-yl)-7-(5-amino-2,3,4-trifluorophenyl)-6-chloro-1-(2-isopropyl-4-methylpyridin-3-yl)-2-oxo-1,2-dihydro-1,8-naphthyridine-3-carbonitrile